(S)-3-(1-hydroxy-propan-2-yl)-6-(5-methylpyridin-2-yl)-8-(pyridin-3-yl)pyrido[3,4-d]pyrimidin-4(3H)-one OC[C@H](C)N1C=NC2=C(C1=O)C=C(N=C2C=2C=NC=CC2)C2=NC=C(C=C2)C